4-[[5-(4-chloro-2-fluoro-anilino)-4-methyl-3-pyridyl]methyl]-3-methoxy-N-(methylsulfamoyl)pyridin-2-amine ClC1=CC(=C(NC=2C(=C(C=NC2)CC2=C(C(=NC=C2)NS(NC)(=O)=O)OC)C)C=C1)F